(benzyl)-6-(methyl-amino)-6,7-dihydropyrazolo[1,5-a]pyrimidin-5(4H)-one C(C1=CC=CC=C1)C1=NN2C(NC(C(C2)NC)=O)=C1